C(C)NC(=O)N1[C@H]([C@]2(COCS(N2)(=O)=O)CCC1)CO[C@@H]1CC[C@@H](CC1)C1=CC=CC=C1 |o1:6,7| rel-(6S,7R)-N-ethyl-2,2-dioxo-7-({[(CIS)-4-phenylcyclohexyl]oxy}methyl)-4-oxa-2λ6-thia-1,8-diazaspiro[5.5]undecane-8-carboxamide